C(=C)C=1C=CC=2CC[C@H]3[C@@H]4CCC([C@@]4(C)CC[C@@H]3C2C1)=O 2-vinylestra-1(2),3(4),5(10)-trien-17-one